ClC1=NC=C(C(=O)NC=2C=CC=C3C(=CNC23)C2=CC(=NC=C2)NC(=O)C2CC2)C=C1 6-Chloro-N-(3-(2-(cyclopropancarboxamido)pyridin-4-yl)-1H-indol-7-yl)nicotinamid